C(C)N(CC)CCCCCCNCCCCCCN(CC)CC bis[6-(N,N-diethylamino)hexyl]amine